N[C@@H]1[C@H](CC=C[C@H]1O)C1=C(C2=NC(=CC(=C2S1)NCC=1SC=CC1)Cl)Br (1r,5s,6r)-6-amino-5-(3-bromo-5-chloro-7-((thiophen-2-ylmethyl)amino)thieno[3,2-b]pyridin-2-yl)cyclohex-2-en-1-ol